(17β)-3-Oxoandrost-4-en-17-yl dodecanoate C(CCCCCCCCCCC)(=O)O[C@@H]1[C@]2(C)[C@@H](CC1)[C@@H]1CCC3=CC(CC[C@]3(C)[C@H]1CC2)=O